The molecule is a 2'-deoxyribonucleoside 5'-triphosphate(4-) resulting from deprotonation of the triphosphate OH groups of 2'-deoxyuridine-5'-triphosphate (dUTP). It is a conjugate base of a dUTP(3-). C1[C@@H]([C@H](O[C@H]1N2C=CC(=O)NC2=O)COP(=O)([O-])OP(=O)([O-])OP(=O)([O-])[O-])O